C(C)N(C1=CC=C(C=O)C=C1)CC 4-(diethylamino)benzaldehyde